2-(3-fluoropyridin-2-yl)-5-(4-methylpiperazin-1-yl)-4,5,6,7-tetrahydro-2H-indazol-3-ol FC=1C(=NC=CC1)N1N=C2CCC(CC2=C1O)N1CCN(CC1)C